C1(=C(C=CC=C1)C1=CC(=NC2=CC=C(C=C12)OC)C=CC=O)C 4-(tolyl)-3-(6-methoxyquinolin-2-yl)prop-2-en-1-one